CC1(C(C2=CC(=CC=C2CC1)C1=C(C=CC=C1)OC(F)(F)F)NC(O[C@@H]1CN2CCC1CC2)=O)C (S)-quinuclidin-3-yl (2,2-dimethyl-7-(2-(trifluoromethoxy)phenyl)-1,2,3,4-tetrahydronaphthalen-1-yl)carbamate